C(CCC(=O)[O-])(=O)OCCCCCCCC\C=C/CCCCCCCC mono-oleyl succinate